C1(CC1)N1CCS(C2=C(C1=O)SC(=C2)C2=NC(=NC=C2C(F)(F)F)NC2=C(C=C(C=C2)C2CCN(CC2)CC2COC2)C2CC2)(=O)=O 4-cyclopropyl-7-(2-((2-cyclopropyl-4-(1-(oxetan-3-ylmethyl)piperidin-4-yl)phenyl)amino)-5-(trifluoromethyl)pyrimidin-4-yl)-3,4-dihydrothieno[2,3-f][1,4]thiazepin-5(2H)-one 1,1-dioxide